N1C=CC=2C1=NC=C(C2)\C=C/2\C([C@@H]1CCCN1C2=O)=O (7aS)-2-[(Z)-1H-pyrrolo[2,3-b]pyridin-5-ylmethylidene]-2,3,5,6,7,7a-hexahydro-1H-pyrrolizine-1,3-dione